(2-(3,8-diazabicyclo[3.2.1]octan-8-yl)-6,7-dihydrothiazolo[5,4-c]pyridin-5(4H)-yl)(2-methoxy-4-methylphenyl)methanone C12CNCC(CC1)N2C=2SC=1CN(CCC1N2)C(=O)C2=C(C=C(C=C2)C)OC